(S)-1-(5-(6-chloro-7-fluoro-3-(1H-imidazol-1-yl)-5-methoxy-1-methyl-1H-indol-2-yl)-4H-1,2,4-triazol-3-yl)-N-methylethan-1-amine ClC1=C(C=C2C(=C(N(C2=C1F)C)C=1NC(=NN1)[C@H](C)NC)N1C=NC=C1)OC